C1(=CC=CC=C1)[B-](C1=CC=CC=C1)(C1=CC=CC=C1)C1=CC=CC=C1.[Fe+3].C1(=CC=CC=C1)[B-](C1=CC=CC=C1)(C1=CC=CC=C1)C1=CC=CC=C1.C1(=CC=CC=C1)[B-](C1=CC=CC=C1)(C1=CC=CC=C1)C1=CC=CC=C1 iron (III) tetraphenylborate